1-(3-(5-amino-2-chloro-4-fluoro-3-methylbenzamido)-4-(4-methylpiperazin-1-yl)phenyl)-N-(tetrahydro-2H-pyran-4-yl)-1H-1,2,3-triazole-4-carboxamide NC=1C(=C(C(=C(C(=O)NC=2C=C(C=CC2N2CCN(CC2)C)N2N=NC(=C2)C(=O)NC2CCOCC2)C1)Cl)C)F